ClC1=CC(=NC(=C1)C1=CC=C(C=C1)F)C1=NN(C=C1)C(F)F 4-chloro-2-(1-(difluoromethyl)-1H-pyrazol-3-yl)-6-(4-fluorophenyl)pyridine